(3S)-3-[4-[(2-chloro-5-bromophenyl)methyl]phenoxy]tetrahydrofuran ClC1=C(C=C(C=C1)Br)CC1=CC=C(O[C@@H]2COCC2)C=C1